N-((3-(8-(((3S,4R)-3-fluoro-1-methylpiperidin-4-yl)amino)-3-(2,2,2-trifluoroethyl)imidazo[1,2-a]pyridin-2-yl)-1,2,4-oxadiazol-5-yl)methyl)cyclopropanecarboxamide F[C@H]1CN(CC[C@H]1NC=1C=2N(C=CC1)C(=C(N2)C2=NOC(=N2)CNC(=O)C2CC2)CC(F)(F)F)C